N-[4-(naphthalen-1-yl)phenyl][1,1':4',1''-terphenyl]-4-amine C1(=CC=CC2=CC=CC=C12)C1=CC=C(C=C1)NC1=CC=C(C=C1)C1=CC=C(C=C1)C1=CC=CC=C1